(3R)-3-(4-Chlorophenyl)-2-[(5-chloropyridin-2-yl)methyl]-4-fluoro-3-[(1-{[(2-hydroxyethyl)amino]methyl}cyclopropyl)methoxy]-6-(2-hydroxypropan-2-yl)-2,3-dihydro-1H-isoindol-1-on ClC1=CC=C(C=C1)[C@@]1(N(C(C2=CC(=CC(=C12)F)C(C)(C)O)=O)CC1=NC=C(C=C1)Cl)OCC1(CC1)CNCCO